2,3-dihydro-1H-indole-7-carboxamide N1CCC2=CC=CC(=C12)C(=O)N